C(C)(C)(C)OC(=O)N[C@@H](CC(=O)OCC)C=1C=C(C(=CC1F)C)C1=C(C=C(C=C1F)F)Cl Ethyl (3S)-3-((tert-butoxycarbonyl)amino)-3-(2'-chloro-4,4',6'-trifluoro-6-methyl-[1,1'-biphenyl]-3-yl)propanoate